Cl.N[C@@H]1C[C@@H](CC1)O (1R,3S)-3-aminocyclopentanol hydrogen chloride salt